4-amino-1-((2S,4aR,6R,7S,7aR)-4a-(chloromethyl)-7-fluoro-2-isopropoxy-2-oxidotetrahydro-4H-furo[3,2-d][1,3,2]dioxaphosphinin-6-yl)-5-fluoropyrimidin-2(1H)-one NC1=NC(N(C=C1F)[C@H]1[C@H]([C@@H]2O[P@](OC[C@]2(O1)CCl)(=O)OC(C)C)F)=O